N-methoxy-N-methyl-1,4-dioxaspiro[4.4]nonane-7-carboxamide CON(C(=O)C1CC2(OCCO2)CC1)C